C1(=CC=CC=C1)C1=NC(=NC(=N1)C1=CC=CC=C1)C=1C=C(C=C(C1)N1C2=CC=C(C=C2C=2C=C(C=CC12)C1=CC=CC=2OC3=C(C21)C=CC=C3)C3=CC=CC=2OC1=C(C23)C=CC=C1)N1C2=CC=C(C=C2C=2C=C(C=CC12)C1=CC=CC=2OC3=C(C21)C=CC=C3)C3=CC=CC=2OC1=C(C23)C=CC=C1 9,9'-(5-(4,6-diphenyl-1,3,5-triazin-2-yl)-1,3-phenylene)bis(3,6-bis(dibenzo[b,d]furan-1-yl)-9H-carbazole)